Tert-butyl N-[[2-[3-[4-[(3R)-3-amino-4-phenylsulfanyl-butyl]piperazin-1-yl]propyl]-4-(4-methylthiazol-5-yl)phenyl]methyl]carbamate N[C@H](CCN1CCN(CC1)CCCC1=C(C=CC(=C1)C1=C(N=CS1)C)CNC(OC(C)(C)C)=O)CSC1=CC=CC=C1